C(COCCOCCOCCOCC#C)C1=NN=C(O1)CC[C@@H](C(=O)OC)N methyl (S)-4-(5-(3,6,9,12-tetraoxapentadec-14-yn-1-yl)-1,3,4-oxadiazol-2-yl)-2-aminobutanoate